4,8,12,16-hexadecatetraenoic acid C=CCC/C=C/C/C=C/CC/C=C/CCC(=O)O